6-(3-(2,2-difluorobutyl)ureido)-2,3-diphenylquinoline-4-carboxamide FC(CNC(NC=1C=C2C(=C(C(=NC2=CC1)C1=CC=CC=C1)C1=CC=CC=C1)C(=O)N)=O)(CC)F